FC(C1=CC=C2CC(OC(C2=C1)=O)=O)(F)F 7-(trifluoromethyl)isochromane-1,3-dione